2-tert-butylamino-3-(4-chlorophenyl)-1-naphthalonitrile C(C)(C)(C)NC1=C(C2=CC=CC=C2C=C1C1=CC=C(C=C1)Cl)C#N